1,2-bis(4-(2-(2-azidoethoxy)ethyl)piperazin-1-yl)ethane N(=[N+]=[N-])CCOCCN1CCN(CC1)CCN1CCN(CC1)CCOCCN=[N+]=[N-]